7-(3-amino-6-bromo-5-fluoropyrazin-2-yl)quinazolin NC=1C(=NC(=C(N1)F)Br)C1=CC=C2C=NC=NC2=C1